(Z)-6-(4-(pyridin-3-yl)butyl)pyridazine-3-carbaldehyde hydrogen chloride Cl.N1=CC(=CC=C1)CCCCC1=CC=C(N=N1)C=O